(2E)-3-phenylprop-2-en-1-ol C1(=CC=CC=C1)/C=C/CO